4-{2-[(R)-3-({1-[3-(diethylamino)propionyl]-4-piperidyl}methoxy)-1-pyrrolidinyl]-2-oxoethyl}-2,4-dihydro-1,2,4-triazol-3-one C(C)N(CCC(=O)N1CCC(CC1)CO[C@H]1CN(CC1)C(CN1C(NN=C1)=O)=O)CC